OCCCCCCN1N=NC2=C1C=CC(=C2C)CCC(=O)[O-] 3-[1-(6-hydroxyhexyl)-4-methyl-1H-benzotriazol-5-yl]propanoate